(L)-prolinol N1[C@@H](CCC1)CO